(6R,7aS)-1-(aminomethyl)-6-(2,3-dichloro-6-hydroxyphenyl)-tetrahydro-1H-pyrrolo[1,2-c][1,3]oxazol-3-one NCC1[C@H]2N(C(O1)=O)C[C@H](C2)C2=C(C(=CC=C2O)Cl)Cl